2-(perfluoro-5-methylhexyl)-2-hydroxypropyl acrylate C(C=C)(=O)OCC(C)(O)C(C(C(C(C(C(F)(F)F)(C(F)(F)F)F)(F)F)(F)F)(F)F)(F)F